BrC1=CC(=CS1)C(=O)N[C@H](C(=O)NC=1C(N(C=CC1)CC(=O)NC1C2CC3CC(CC1C3)C2)=O)CCC(C(=O)NC)=O (S)-2-(5-Bromothiophen-3-carboxamido)-N1-(1-(2-(2-adamantylamino)-2-oxoethyl)-2-oxo-1,2-dihydropyridin-3-yl)-N6-methyl-5-oxohexandiamid